8-bromo-7-chloroquinolin-2(1H)-one BrC=1C(=CC=C2C=CC(NC12)=O)Cl